COC1=CC=C(CC=2C=3N(C4=CC=CC=C4C2)C(=NN3)CN3CCSCC3)C=C1 4-(4-methoxybenzyl)-1-(thiomorpholinylmethyl)-[1,2,4]triazolo[4,3-a]quinoline